N1(CCCCCC1)CC[C@@H](CC(=O)NC1CCC1)NC(=O)C1=NN(C(=C1)C1=C(C=CC=C1)C(F)(F)F)C1CCCC1 (3S)-5-(azepan-1-yl)-N-cyclobutyl-3-({1-cyclopentyl-5-[2-(trifluoromethyl)phenyl]-1H-pyrazol-3-yl}formamido)pentanamide